7-(((2S)-1-((2S,4R)-2-((1-(4H-chromeno[3,4-d]thiazol-7-yl)-2-hydroxyethyl)formamido)-4-hydroxypyrrolidin-1-yl)-3,3-dimethyl-1-oxobutan-2-yl)amino)-7-oxoheptanoic acid S1C=NC2=C1C=1C=CC(=CC1OC2)C(CO)C(=O)N[C@H]2N(C[C@@H](C2)O)C([C@H](C(C)(C)C)NC(CCCCCC(=O)O)=O)=O